C(C)N(CC)CCNCCOC(N(CCCCC(=O)OCCCCCCC)CCCCCCCC)=O heptyl 3-ethyl-11-octyl-10-oxo-9-oxa-3,6,11-triazahexadecane-16-oate